(2R,3R)-2-(2,4-difluorophenyl)-1-(1H-1,2,4-triazole-1-yl)-2,3-butanediol FC1=C(C=CC(=C1)F)[C@@](CN1N=CN=C1)([C@@H](C)O)O